N-{2-[4-(acetyl-amino)phenyl]-1H-indol-5-yl}-1-[(2R)-2-(dimethyl-amino)-2-phenyl-acetyl]-L-prolinamide C(C)(=O)NC1=CC=C(C=C1)C=1NC2=CC=C(C=C2C1)NC([C@H]1N(CCC1)C([C@@H](C1=CC=CC=C1)N(C)C)=O)=O